N1=C(N=CC=C1)C1(CC1)NC(=O)[C@H]1CN(CC[C@@H]1NC(=O)C=1OC(=CN1)C1=C(C=C(C=C1)F)F)C1CCCC1 (3S,4S)-1-Cyclopentyl-4-{[5-(2,4-difluoro-phenyl)-oxazole-2-carbonyl]-amino}-piperidine-3-carboxylic acid (1-pyrimidin-2-yl-cyclopropyl)-amide